CP(=O)(C)C=1C(=CC=C2C(=CNC12)C1=NC(=NC=C1C(F)(F)F)NC1CC2(CN(C2)C(=O)[O-])C1)F 6-((4-(7-(dimethylphosphoryl)-6-fluoro-1H-indol-3-yl)-5-(trifluoromethyl)pyrimidin-2-yl)amino)-2-Azaspiro[3.3]heptane-2-carboxylate